2-((2R,3R)-3-(2-chlorophenyl)-1,4-dioxaspiro[4.5]decan-2-yl)ethyl pivalate C(C(C)(C)C)(=O)OCC[C@H]1OC2(O[C@@H]1C1=C(C=CC=C1)Cl)CCCCC2